1,4-dimethyl-2-(4-(methylsulfonyl)phenyl)-6-(4-(pyrrolidin-1-ylmethyl)phenyl)-1H-benzo[d]imidazole CN1C(=NC2=C1C=C(C=C2C)C2=CC=C(C=C2)CN2CCCC2)C2=CC=C(C=C2)S(=O)(=O)C